N-Boc-N'-methylcrotonyl-putrescine C(=O)(OC(C)(C)C)NCCCCNC(\C=C\CC)=O